C(C)OC(CCC(=O)C1=NC(=CC(=C1O)C#N)CC1=C(C=C(C=C1F)F)F)=O 4-[4-Cyano-6-(2,4,6-trifluoro-benzyl)-3-hydroxy-pyridin-2-yl]-4-oxo-butyric acid ethyl ester